4-Amino-2-oxo-N-propyl-8-(6-(pyridin-3-ylmethoxy)pyridin-2-yl)-1,2-dihydroquinoline-3-carboxamide cobalt (II) chloride [Co](Cl)Cl.NC1=C(C(NC2=C(C=CC=C12)C1=NC(=CC=C1)OCC=1C=NC=CC1)=O)C(=O)NCCC